C(C)(C)(C)OC(=O)N1CCN(CC1)C1=C(C=C(C=C1)Br)F.NC=1C(=NC=C(C1)C(F)(F)F)Cl 3-amino-2-chloro-5-(trifluoromethyl)pyridine tert-butyl-4-(4-bromo-2-fluorophenyl)piperazine-1-carboxylate